N-(4-hydroxybutyryl)-3-methoxyphenylalanine ethyl ester C(C)OC([C@@H](NC(CCCO)=O)CC1=CC(=CC=C1)OC)=O